7-hydroxy-2,3-dihydro-1H-inden-1-one OC=1C=CC=C2CCC(C12)=O